C(CCC)OCCOC(C1=CC=C(C=C1)N(C)C)=O 4-Dimethylaminobenzoic acid 2-Butoxyethyl ester